COC=1C(=C2C=CNC2=C(C1)C)CN1C(CC2(CCC(O2)(C)C)CC1)C1=CC=C(C(=O)O)C=C1 4-(8-((5-methoxy-7-methyl-1H-indol-4-yl)methyl)-2,2-dimethyl-1-oxa-8-azaspiro[4.5]decan-7-yl)benzoic acid